1-isopropyl-N-(4-methyl-1,1-dioxo-thiacyclohex-4-yl)-2-oxo-3-[3-(trifluoromethoxy)phenyl]imidazo[4,5-b]pyridine-6-carboxamide C(C)(C)N1C(N(C2=NC=C(C=C21)C(=O)NC2(CCS(CC2)(=O)=O)C)C2=CC(=CC=C2)OC(F)(F)F)=O